ClC1=C(C(=O)NC=2C=C3C=C(N(C3=CC2)CC(F)(F)F)C(=O)NC2=CC=C(C=C2)C(F)(F)F)C=C(C=C1)CNC(C(C)C)=O 5-(2-chloro-5-(isobutyrylaminomethyl)benzoylamino)-1-(2,2,2-trifluoroethyl)-N-(4-(trifluoromethyl)phenyl)-1H-indole-2-carboxamide